NC=1N(N=C2CN(CCC21)S(=O)(=O)NC)C(=O)C2CCNC1=CC=CC=C21 3-amino-N-methyl-2-(1,2,3,4-tetrahydro-quinoline-4-carbonyl)-4,5-dihydro-2H-pyrazolo[3,4-c]pyridine-6(7H)-sulfonamide